C1(CCC1)N1N=C(C(=C1NC(OC1CC(C1)(F)F)=O)C)C1(CC(C1)(F)F)C 3,3-difluorocyclobutyl (1-cyclobutyl-3-(3,3-difluoro-1-methylcyclobutyl)-4-methyl-1H-pyrazol-5-yl)carbamate